butyl 4-formyl-4-methylpiperidine-1-carboxylate C(=O)C1(CCN(CC1)C(=O)OCCCC)C